N1CCC(CC1)CS(=O)(=O)N1[C@H]2CC(C[C@@H]1CC2)NC(=O)C2=NOC(=C2)C2COCC2 N-((1R,3r,5S)-8-((Piperidin-4-ylmethyl)sulfonyl)-8-azabicyclo[3.2.1]octan-3-yl)-5-(tetrahydrofuran-3-yl)isoxazole-3-carboxamide